BrC=1C=C2C(=NN(C2=NC1)C(=O)OC(C)(C)C)C1=CN=NC=C1 5-bromo-3-(pyridazin-4-yl)-1-BOC-7-azaindazole